F[C@H]1CN(CC[C@H]1NC1=CN=CC=2N1N=C(C2C=C)C2=NN=C(S2)CNC(=O)C2CC2)C N-((5-(7-(((3S,4R)-3-fluoro-1-methylpiperidin-4-yl)amino)-3-vinylpyrazolo[1,5-a]pyrazin-2-yl)-1,3,4-thiadiazol-2-yl)methyl)cyclopropanecarboxamide